bis(3,5-bis(trifluoromethyl)phenyl)(2,4,6-trifluorophenyl)borane FC(C=1C=C(C=C(C1)C(F)(F)F)B(C1=C(C=C(C=C1F)F)F)C1=CC(=CC(=C1)C(F)(F)F)C(F)(F)F)(F)F